[4-(2-methylpropyl)phenyl]iodonium CC(CC1=CC=C(C=C1)[IH+])C